trans-rac-2-methylazetidine-3-carboxylic acid C[C@@H]1NC[C@H]1C(=O)O |r|